FC1(C(C1)CC=O)F 2-(2,2-difluorocyclopropyl)ethanone